3-hexadecoxyethylene oxide CCC(CCCCCCCCCCCCC)OC1CO1